[Sb].[Cu].[Ag].[Sn].C(#N)C1=CC=C(C=C1)C=1C=C(C(=NC1C1=CC=C(C=C1)C)C)NC(C)=O N-[5-(4-cyanophenyl)-2-methyl-6-(4-methylphenyl)pyridin-3-yl]acetamide tin silver copper antimony